CS(=O)(=O)CCN(CCC(C(=O)O)NC1=NC=NC2=CC=CC=C12)CCCCC1=NC=2NCCCC2C=C1 4-((2-(methyl-sulfonyl)ethyl)(4-(5,6,7,8-tetrahydro-1,8-naphthyridin-2-yl)butyl)amino)-2-(quinazolin-4-ylamino)butanoic acid